1-[2,6-diethoxy-4-(2-methyl-1,3-dioxolan-2-yl)phenyl]cyclopropan-1-ol C(C)OC1=C(C(=CC(=C1)C1(OCCO1)C)OCC)C1(CC1)O